tert-butyl (R)-2-(3-bromo-5-chlorophenyl)-4-(methylsulfonyl)piperazine-1-carboxylate BrC=1C=C(C=C(C1)Cl)[C@H]1N(CCN(C1)S(=O)(=O)C)C(=O)OC(C)(C)C